2,2,4-trimethyl-1,3-pentanediol mono(2-methylpropanoate) CC(C(=O)O)C.CC(CO)(C(C(C)C)O)C